C(C1=CC=CC=C1)C1=C(C2=C(N(C(N(C2=O)C2=CC=C(C=C2)OC)=O)C2=CC=C(C=C2)OC)N(C1=O)C)O 6-benzyl-5-hydroxy-1,3-bis(4-methoxyphenyl)-8-methylpyrido[2,3-d]pyrimidine-2,4,7(1H,3H,8H)-trione